N-(4-(7-(2-cyano-3-methylbut-2-enamido)-1H-indol-3-yl)pyridin-2-yl)cyclopropanecarboxamide Methyl-(R)-6-(2-amino-3-phenylpropoxy)-3-methylbenzo[d]isoxazole-7-carboxylate hydrochloride Cl.COC(=O)C1=C(C=CC=2C(=NOC21)C)OC[C@@H](CC2=CC=CC=C2)N.C(#N)C(C(=O)NC=2C=CC=C1C(=CNC21)C2=CC(=NC=C2)NC(=O)C2CC2)=C(C)C